CCCCCCCCCCCC(=O)OP(=O)(O)OC[C@@H]1[C@H]([C@H]([C@@H](O1)N2C=NC3=C(N=CN=C32)N)O)O The molecule is a fatty acyl-AMP that results from the formal condensation of the phosphoryl group of AMP with the carboxyl group of dodecanoic (lauric) acid. It derives from a dodecanoic acid. It is a conjugate acid of a dodecanoyl-AMP(1-).